3-(4-Bromophenyl)-1,2-Benzisothiazol BrC1=CC=C(C=C1)C1=NSC2=C1C=CC=C2